4-(N-(5-chloro-3-aminopyridin-2-yl)-2-ethoxy-2-ketoacetamido)piperidine ClC=1C=C(C(=NC1)N(C(C(=O)OCC)=O)C1CCNCC1)N